2-((S)-4,4-difluoro-3-(6-oxo-1,6-dihydropyridin-3-yl)piperidin-1-yl)-N-(3-fluoro-5-(4-fluorophenoxy)pyridin-2-yl)propanamide FC1([C@H](CN(CC1)C(C(=O)NC1=NC=C(C=C1F)OC1=CC=C(C=C1)F)C)C1=CNC(C=C1)=O)F